C(C)(C)(C)C(CN(C(=O)O[C@@H](C)C1=CC(=CC=C1)Cl)CCO[Si](C)(C)C(C)(C)C)C1=C(C(=NC=C1)Cl)F (S)-1-(3-chlorophenyl)ethan-1-ol tert-butyl-(2-((tert-butyldimethylsilyl)oxy)ethyl)(2-(2-chloro-3-fluoropyridin-4-yl)ethyl)carbamate